OC=1C(=C(SC1)C(=O)O)[N+](=O)[O-] 4-hydroxy-3-nitrothiophene-2-carboxylic acid